(R)-methyl-p-methylphenyl sulfoxide CC1=C(C=CC(=C1)C)S(=O)C1=C(C=C(C=C1)C)C